4-amino-6-(3-cyanophenyl)-N,N-diethyl-7-(pyrimidin-4-yl)pyrazolo[1,5-a]pyrazine-2-carboxamide NC=1C=2N(C(=C(N1)C1=CC(=CC=C1)C#N)C1=NC=NC=C1)N=C(C2)C(=O)N(CC)CC